[6-(4-methylcyclohex-1-en-1-yl)-1H-indazol-1-yl]acetic acid hydrochloride Cl.CC1CC=C(CC1)C1=CC=C2C=NN(C2=C1)CC(=O)O